tert-butyl 4-(5-fluoropyrimidin-2-yl)piperazine-1-carboxylate FC=1C=NC(=NC1)N1CCN(CC1)C(=O)OC(C)(C)C